O1C(CCCC1)OCCCCCCCCC#CCO 11-[(tetrahydro-2H-pyran-2-yl)oxy]-2-undecyn-1-ol